C(C)(=O)C1=C(C2=C(N=C(N=C2)NC2=NC=C(C=C2)N2CCN(CC2)C2=NC=C(C=C2)CO)N(C1=O)C1CCCC1)C 6-acetyl-8-cyclopentyl-2-((5-(4-(5-(hydroxymethyl)pyridin-2-yl)piperazin-1-yl)pyridin-2-yl)amino)-5-methylpyrido[2,3-d]pyrimidin-7(8H)-one